((2-methyl-5-(1-(methylsulfonyl)-1H-pyrazol-4-yl)phenyl)sulfonyl)morpholine CC1=C(C=C(C=C1)C=1C=NN(C1)S(=O)(=O)C)S(=O)(=O)N1CCOCC1